OC1(CN(CCOC1)C(=O)OC(C)(C)C)C#C[Si](C)(C)C tert-Butyl 6-hydroxy-6-((trimethylsilyl)ethynyl)-1,4-oxazepane-4-carboxylate